8-cyclopentyl-2-((2-fluoro-4-(piperazin-1-yl)phenyl)amino)-7-oxo-7,8-dihydropyrido[2,3-d]pyrimidine-6-carbonitrile C1(CCCC1)N1C(C(=CC2=C1N=C(N=C2)NC2=C(C=C(C=C2)N2CCNCC2)F)C#N)=O